Diisobutyryl-methan C(C(C)C)(=O)CC(C(C)C)=O